FC1(OC2=C(O1)C=CC(=C2)C(C)N2C[C@@H](N(C[C@H]2C)C=2C=1N=C(N(C1N(C(N2)=O)C)C)CC#N)C)F 2-(6-((2S,5R)-4-(1-(2,2-difluorobenzo[d][1,3]dioxol-5-yl)ethyl)-2,5-dimethyl-piperazin-1-yl)-3,9-dimethyl-2-oxo-3,9-dihydro-2H-purin-8-yl)acetonitrile